C(C)(C)(C)OC(=O)N1CC(C1)CCI.O1C(=CC=C1)C1CCC(CC1)OCC(S(=O)(=O)N)C1CCC2=CC=C(C(N2C1)=O)C {[(1s,4S)-4-(furan-2-yl)cyclohexyl-oxy]methyl}-7-methyl-6-oxo-1,3,4,6-tetrahydro-2H-quinolizin-3-yl-methanesulfonamide tert-butyl-3-(2-iodoethyl)azetidine-1-carboxylate